CC(CO)CC1=CC=C(C=C1)C(C)(C)C 2-methyl-3-(p-tert-butylphenyl)propanol